CC(CCCC(=O)O)(CCC)C 5,5-dimethyloctanoic acid